OCCC1=C(C=CC=C1)B(O)O (2-(2-hydroxyethyl)phenyl)boronic acid